Methyl 4-[3-[2,6-dichloro-4-(2,3-dimethyl-imidazo[4,5-c]pyridin-7-yl)benzoyl]-2,4-dihydro-1,3-benzoxazin-8-yl]-5-fluoro-2-(3-oxa-8-azabicyclo[3.2.1]octan-8-yl)benzoate ClC1=C(C(=O)N2COC3=C(C2)C=CC=C3C3=CC(=C(C(=O)OC)C=C3F)N3C2COCC3CC2)C(=CC(=C1)C=1C2=C(C=NC1)N(C(=N2)C)C)Cl